N1(CCC2=CC=CC=C12)C=1C2=C(N=CN1)SC(=N2)C(=O)O 7-(indolin-1-yl)thiazolo[5,4-d]Pyrimidine-2-carboxylic acid